7-(pyrazol-1-ylmethyl)-2-pyrimidin-4-yl-12-oxa-3-thia-6-azatricyclo[6.4.1.04,13]trideca-1,4(13),7-trien-5-one N1(N=CC=C1)CC=1NC(C=2SC(=C3OCCCC1C32)C3=NC=NC=C3)=O